5-methyl-hexane-2,4-dione CC(C(CC(C)=O)=O)C